ClC(C1=NC(=NO1)C1=CC=C(C=C1)CN1N=CC(=C1)C(=O)OCC)(F)F Ethyl 1-[[4-[5-[chloro(difluoro)methyl]-1,2,4-oxadiazol-3-yl]phenyl]methyl]pyrazole-4-carboxylate